CC(C)C1=C(C(=CC(=C1)C(C)C)C(C)C)C1=CC=CC=C1 2',4',6'-tris(propan-2-yl)[1,1'-biphenyl]